COC(=O)C=1C(=CC=2N(C1)C=C(N2)C21COC(C2)(C1)CF)OC(C)C.FC(OC1=CC=C(OC2=CC=C(C=C2)CC(C)=O)C=C1)(F)F 1-(4-(4-(trifluoromethoxy)phenoxy)phenyl)propanone methyl-2-[1-(fluoromethyl)-2-oxabicyclo[2.1.1]hexan-4-yl]-7-isopropoxy-imidazo[1,2-a]pyridine-6-carboxylate